ClC=1C=C2C=CC(=CC2=CC1)OC=1N=NNC1C(=O)OC(O)C(C)=O acetylhydroxymethyl 4-((6-chloronaphthalen-2-yl) oxy)-1H-1,2,3-triazole-5-carboxylate